CC([O-])C.[Cu+].C1(=CC=CC=C1)P(C1=CC=CC=C1)C1=CC=CC=C1 (triphenylphosphine) copper (I) isopropoxide